methyl 3-([4-[5-(pyridin-4-yl)-4H-1,2,4-triazol-3-yl]piperidin-4-yl]amino)benzoate N1=CC=C(C=C1)C=1NC(=NN1)C1(CCNCC1)NC=1C=C(C(=O)OC)C=CC1